3-(4-((1H-benzo[d]imidazol-2-yl)methoxy)-1-oxoisoindolin-2-yl)piperidine-2,6-dione Hydrogen Chloride Cl.N1C(=NC2=C1C=CC=C2)COC2=C1CN(C(C1=CC=C2)=O)C2C(NC(CC2)=O)=O